trans-(S)-1-phenylethyl 2-[[4-[[4-(trifluoromethyl) phenyl]methyl]pyrazolo[1,5-a]pyridine-3-carbonyl]amino]spiro[3.3]heptane-6-carboxylate FC(C1=CC=C(C=C1)CC=1C=2N(C=CC1)N=CC2C(=O)NC2CC1(C2)CC(C1)C(=O)O[C@@H](C)C1=CC=CC=C1)(F)F